3-(7-(2-(4-(4-(4-((1R,2S)-6-(Benzyloxy)-2-phenyl-1,2,3,4-tetrahydronaphthalen-1-yl)phenoxy)butyl)piperazin-1-yl)-2-oxoethoxy)-1-methyl-1H-indazol-3-yl)piperidine-2,6-dione C(C1=CC=CC=C1)OC=1C=C2CC[C@@H]([C@@H](C2=CC1)C1=CC=C(OCCCCN2CCN(CC2)C(COC=2C=CC=C3C(=NN(C23)C)C2C(NC(CC2)=O)=O)=O)C=C1)C1=CC=CC=C1